8-bromo-6-chloro-4-hydroxy-quinoline-3-sulfonyl chloride BrC=1C=C(C=C2C(=C(C=NC12)S(=O)(=O)Cl)O)Cl